FC1=C(C=CC=C1)S(=O)(=O)NC=1C(=NC=C(C1)B1OC(C(O1)(C)C)(C)C)OC 2-fluoro-N-(2-methoxy-5-(4,4,5,5-Tetramethyl-1,3,2-dioxaborolan-2-yl)pyridin-3-yl)benzenesulfonamide